3-(5-(((3R,4S)-1-ethyl-4-fluoropiperidin-3-yl)oxy)-1-oxoisoindolin-2-yl)piperidine-2,6-dione C(C)N1C[C@H]([C@H](CC1)F)OC=1C=C2CN(C(C2=CC1)=O)C1C(NC(CC1)=O)=O